4-(trifluoromethyl)-2-((2-(trimethylsilyl)ethoxy)methyl)pyridazine FC(C1=CN(NC=C1)COCC[Si](C)(C)C)(F)F